FC1=C(C=C2CN(C(C2=C1)=O)C1C(NC(CC1)=O)=O)N1CCN(CC1)CC(CC1=CC(=CC=C1)S(=O)(=O)N1CCC(CC1)NC1=NC=C(C=N1)C(F)(F)F)C 3-(6-fluoro-5-(4-(2-methyl-3-(3-((4-((5-(trifluoromethyl)pyrimidin-2-yl)amino)-piperidin-1-yl)sulfonyl)phenyl)propyl)-piperazin-1-yl)-1-oxoisoindolin-2-yl)piperidine-2,6-dione